methyl 2-(5-(1-(2,6-bis(benzyloxy)pyridin-3-yl)-3-methyl-2-oxo-2,3-dihydro-1H-benzo[d]imidazol-5-yl)-6-fluoro-1H-indazol-1-yl)acetate C(C1=CC=CC=C1)OC1=NC(=CC=C1N1C(N(C2=C1C=CC(=C2)C=2C=C1C=NN(C1=CC2F)CC(=O)OC)C)=O)OCC2=CC=CC=C2